1-(2-hydroxy-4-methylphenyl)-3-phenylprop-2-yn-1-one OC1=C(C=CC(=C1)C)C(C#CC1=CC=CC=C1)=O